6-chloro-3-(2-methoxyethyl)-2,2-dioxo-4,9-dihydro-1H-pyrrolo[3,2-h][2,1,3]benzothiadiazine-7-carbonitrile ClC=1C2=C(C3=C(CN(S(N3)(=O)=O)CCOC)C1)NC=C2C#N